8-[(1R)-1-[(6-Chloro-2-methyl-3-pyridyl)amino]ethyl]-2-(5-fluoro-1-methyl-pyrazol-4-yl)-3,6-dimethyl-chromen-4-one ClC1=CC=C(C(=N1)C)N[C@H](C)C=1C=C(C=C2C(C(=C(OC12)C=1C=NN(C1F)C)C)=O)C